E-2-chloro-1,1,1,4,4,4-hexafluorobutene Cl\C(\C(F)(F)F)=C\C(F)(F)F